ClC1=C(OC2=NC(=NC(=C2CC)C=2C(=NC=CC2)OC(C)C)NS(=O)(=O)C=2C=NN(C2)C)C=CC=C1N1CCN(CC1)C N-[4-[2-chloro-3-(4-methylpiperazin-1-yl)phenoxy]-5-ethyl-6-(2-isopropoxy-3-pyridyl)pyrimidin-2-yl]-1-methyl-pyrazole-4-sulfonamide